C(C)N1C=C(C2=C1N=CNC2=O)I 7-Ethyl-5-iodo-3,7-dihydro-4H-pyrrolo[2,3-d]pyrimidin-4-one